C(C)(C)(C)OC(=O)N1C[C@@H](OC[C@H]1C1=CC=C(C=C1)N1C(=CC2=C1N=CNC2=O)Cl)C(F)(F)F |r| rac-(2r,5r)-5-(4-(6-chloro-4-oxo-3,4-dihydro-7H-pyrrolo[2,3-d]pyrimidin-7-yl)phenyl)-2-(trifluoromethyl)morpholine-4-carboxylic acid tert-butyl ester